ClC1=CC=C(C=C1)S(=O)(=O)C1=C(N=CS1)C(=O)OCC ethyl 5-((4-chlorophenyl)sulfonyl)thiazole-4-carboxylate